NC=1C=C(C=C(C1)C(F)(F)F)[C@@H](C)NC1=NC(=NC2=CC3=C(C=C12)N(CC3)CC=3C=NC=CC3)C (R)-N-{1-[3-amino-5-(trifluoromethyl)phenyl]ethyl}-2-methyl-6-(pyridin-3-ylmethyl)-7,8-dihydro-6H-pyrrolo[2,3-g]quinazolin-4-amine